NC=1N=NC(=CC1N1CC(N(CC1)C(=O)C1=CC=CC=C1)C)C1=C(C=CC=C1)O [4-[3-amino-6-(2-hydroxyphenyl)pyridazin-4-yl]-2-methyl-piperazin-1-yl]-phenyl-methanone